ClC=1C(=NC(=CC1)C1=C(C=C(C(=C1)F)C(F)(F)F)OC)C(=O)OC Methyl 3-chloro-6-(5-fluoro-2-methoxy-4-(trifluoromethyl) phenyl)picolinate